[O-2].[Fe+2].[Mn+2].[O-2] MANGANESE IRON OXIDE